C(C=C)(=O)OCCCCOCCCCC(C(=O)O)CC(=O)O acryloyloxybutyloxybutylsuccinic acid